C(CCC)C(CNC1=CC=CC=C1)(CCCC)N 2-butyl-N-phenyl-hexane-1,2-diamine